N-(5,6-dimethylpyridin-3-yl)-2-((2R,5S)-5-methyl-2-(2-(1,2,2-Trimethylpiperidin-4-yl)benzo[d]thiazol-5-yl)piperidin-1-yl)-2-oxoacetamide CC=1C=C(C=NC1C)NC(C(=O)N1[C@H](CC[C@@H](C1)C)C=1C=CC2=C(N=C(S2)C2CC(N(CC2)C)(C)C)C1)=O